FC1=C(C[C@H]2N(CCCCC2)C2=NC(=CC(N2)=O)N2CCOCC2)C=CC=C1F (S)-2-(2-(2,3-difluorobenzyl)azepan-1-yl)-6-morpholinopyrimidin-4(3H)-one